S1C(=CC2=C1C=CC=C2)C=2OC1=C(N2)C=CC=C1 2-(benzothien-2-yl)benzo[d]oxazole